ClC(SNC(=O)C1C(CC=CC1)C(=O)N)(Cl)Cl N-(trichloromethylthio)cyclohex-4-ene-1,2-dicarboxamide